[Na+].[Na+].[Na+].[Na+].C(CN([C@@H](CCC(=O)[O-])C(=O)[O-])CC(=O)[O-])(=O)[O-] L-glutamic acid-N,N-diacetic acid tetrasodium salt